N-((cis)-3-(5-chloro-2-cyanophenyl)cyclobutyl)-1-methyl-3-((S)-1-(4-methyl-6-((1R,5S)-2-oxo-3-azabicyclo[3.1.0]hexan-3-yl)pyridin-3-yl)ethyl)-1H-pyrazole-5-carboxamide ClC=1C=CC(=C(C1)[C@H]1C[C@H](C1)NC(=O)C1=CC(=NN1C)[C@@H](C)C=1C=NC(=CC1C)N1C([C@@H]2C[C@@H]2C1)=O)C#N